2-[5-benzyloxy-1-(4-fluoro-3-methyl-phenyl)-2-isopropyl-indol-3-yl]-2-methyl-propanenitrile C(C1=CC=CC=C1)OC=1C=C2C(=C(N(C2=CC1)C1=CC(=C(C=C1)F)C)C(C)C)C(C#N)(C)C